COC1=CC=C(C=C1)C1=CC(=NN1)NC=1C=C2C=NNC2=CC1 N-(5-(4-methoxyphenyl)-1H-pyrazol-3-yl)-1H-indazol-5-amine